tert-butyldimethyl-(2-phenoxy-2-phenylethoxy)silane C(C)(C)(C)[Si](OCC(C1=CC=CC=C1)OC1=CC=CC=C1)(C)C